FC=1C(=CC2=C(C(NC=3CNC[C@@H](C23)N(C(=O)C=2C=CC3=C(N=CS3)C2)C)=O)C1)F (R)-N-(8,9-difluoro-6-oxo-1,2,3,4,5,6-hexahydrobenzo[c][1,7]naphthyridin-1-yl)-N-methylbenzo[d]thiazole-5-carboxamide